N-(4-((4-((S)-(3-Fluorophenyl)(hydroxy)methyl)-7-azabicyclo[2.2.1]heptan-1-yl)methyl)phenyl)methanesulfonamide FC=1C=C(C=CC1)[C@@H](C12CCC(CC1)(N2)CC2=CC=C(C=C2)NS(=O)(=O)C)O